C(C)(=O)C1=CC=C(C=C1)N1C(=C2C(N(N=CC2=C1C)C1=NC=CC=C1)=O)C 6-(4-Acetylphenyl)-5,7-dimethyl-2-(pyridin-2-yl)-2,6-dihydro-1H-pyrrolo[3,4-d]pyridazin-1-one